C(C)(C)OC=1C=C(C=C(C1)O[Si](C(C)C)(C(C)C)C(C)C)O[Si](C(C)C)(C(C)C)C(C)C 5-isopropoxy-1,3-bis(triisopropylsilyloxy)benzene